CC(CN1C(C=CC2=C1N=C(N=C2)N[C@@H](C)C2=CC=C(C=C2)C=2C=NN(C2)C)=O)(C)C 8-(2,2-dimethylpropyl)-2-({(1S)-1-[4-(1-methyl-1H-pyrazol-4-yl)phenyl]ethyl}amino)pyrido[2,3-d]pyrimidin-7(8H)-one